palladium(II) methanesulfonic acid CS(=O)(=O)O.[Pd+2]